actinium-lanthanum [La].[Ac]